azochloride N(=NCl)Cl